(R or S)-1-[6-(4-fluoro-benzyl)-3,3-dimethyl-2,3-dihydro-1H-pyrrolo[3,2-b]pyridin-5-yl]-2-methoxy-ethanol FC1=CC=C(CC=2C=C3C(=NC2[C@H](COC)O)C(CN3)(C)C)C=C1 |o1:12|